FC1=CC=C(C=C1)C=1C=C(N2C1C1=CC(=C(C=C1CC2)OC)C=2N=NN(N2)C)C(=O)N2[C@](C[C@@H](C2)O)(C#N)C (2R,4S)-1-[1-(4-fluorophenyl)-8-methoxy-9-(2-methyltetrazol-5-yl)-5,6-dihydropyrrolo[2,1-a]isoquinoline-3-carbonyl]-4-hydroxy-2-methyl-pyrrolidine-2-carbonitrile